4-methoxy-6-(1H-pyrazol-1-ylmethyl)-1,2-benzoxazol-3-amine COC1=CC(=CC2=C1C(=NO2)N)CN2N=CC=C2